benzyl ((R)-((1s,4S)-4-fluorocyclohexyl)(5-((S)-2-methoxy-1-((S)-2-oxo-4-(trifluoromethyl)imidazolidin-1-yl)ethyl)benzo[d]oxazol-2-yl)methyl)carbamate FC1CCC(CC1)[C@H](C=1OC2=C(N1)C=C(C=C2)[C@@H](COC)N2C(N[C@@H](C2)C(F)(F)F)=O)NC(OCC2=CC=CC=C2)=O